NC=1C=C2C=NN(C2=CC1C1=COC=C1)CC(C)(O)C 1-(5-amino-6-(furan-3-yl)-1H-indazol-1-yl)-2-methylpropan-2-ol